C1(CC1)NC(C1=C(C=C(C=C1OC)C1=CN=C2N1C=CC(=C2)OCCN(C(C)C)C(C)C)OC(F)F)=O N-cyclopropyl-2-(difluoromethoxy)-4-[7-[2-(diisopropylamino)ethoxy]imidazo[1,2-a]pyridin-3-yl]-6-methoxy-benzamide